2-[4-(4,4-difluoropiperidine-1-carbonyl)phenyl]-4-[4-fluoro-2-(2,2,2-trifluoroethoxy)phenyl]-2,3-dihydro-1H-pyrrolo[3,4-c]pyridin-1-one FC1(CCN(CC1)C(=O)C1=CC=C(C=C1)N1CC=2C(=NC=CC2C1=O)C1=C(C=C(C=C1)F)OCC(F)(F)F)F